1-(1-(quinolin-6-yl)-1h-indol-4-yl)ethan-1-ol N1=CC=CC2=CC(=CC=C12)N1C=CC2=C(C=CC=C12)C(C)O